CC1=CC=C(C=C1)S(=O)(=O)OCCCN(C)C1=C(N=NC(=C1)Cl)Cl 3-[(3,6-dichloropyridazin-4-yl)(methyl)amino]propyl 4-methylbenzenesulfonate